NC1=NC(N(C=C1)[C@]1([C@@H]([C@@H]([C@H](O1)CC(C(=O)OCC(CCCCCCCCCCCCCCCCC)CCCCCCCCCCCCCCC)(C)C)O)O)C#N)=O 2-pentadecyl-nonadecanol ((2R,3S,4R,5R)-5-(4-Amino-2-oxopyrimidin-1(2H)-yl)-5-cyano-3,4-dihydroxytetrahydro-furan-2-yl)methyl-isobutyrate